ClC1=CC=C(C=C1)C1=NN(C(C2=CC=CC=C12)=O)NC(CC1=CC=C(C=C1)S(=O)(=O)C)=O N-[4-(4-chlorophenyl)-1-oxophthalazin-2(1H)-yl]-2-[4-(methylsulfonyl)phenyl]acetamide